C(C)(C)(C)C=1C=C(C=C(C1O)C(C)(C)C)CCC(=O)OCC(COC(CCC1=CC(=C(C(=C1)C(C)(C)C)O)C(C)(C)C)=O)(COC(CCC1=CC(=C(C(=C1)C(C)(C)C)O)C(C)(C)C)=O)COC(CCC1=CC(=C(C(=C1)C(C)(C)C)O)C(C)(C)C)=O Pentaerythritol Tetrakis[3-(3,5-di-tert-butyl-4-hydroxyphenyl)Propionate]